CS(=O)(=O)OC1=C(C(=CC=C1)Cl)C1CC(=NO1)C=1N=C(SC1)C1CCN(CC1)C(COC1=NC=CC(=N1)C#N)=O 3-chloro-2-(3-(2-(1-(2-((4-cyanopyrimidin-2-yl)oxy)acetyl)piperidin-4-yl)thiazol-4-yl)-4,5-dihydroisoxazol-5-yl)phenyl methanesulfonate